(4aS,11aR,12aS)-4a-Acetoxy-3-carbamoyl-10-(dimethylamino)-2,7-dihydroxy-4,6-dioxo-1,4a,11,11a,12,12a-hexahydro-5-naphthacenyl acetate C(C)(=O)OC=1[C@@]2(C(C(=C(C[C@@H]2C[C@@H]2CC3=C(C=CC(=C3C(C12)=O)O)N(C)C)O)C(N)=O)=O)OC(C)=O